α-phenyl-p-chlorobenzyl mercaptan C1(=CC=CC=C1)C(C1=CC=C(C=C1)Cl)S